C(C=C)OC=1C=C2C(=NC1)NC=C2/C=C(/C(=O)N[C@H](C)C2=CC(=C(C=C2)OC)OC)\C#N (R,E)-3-(5-(Allyloxy)-1H-pyrrolo[2,3-b]pyridin-3-yl)-2-cyano-N-(1-(3,4-dimethoxyphenyl)ethyl)acrylamide